N1(CCNCC1)C1=CC=C2C(NC=NC2=C1)=O 7-(piperazin-1-yl)quinazolin-4(3H)-one